[Si](C)(C)(C(C)(C)C)OC[C@H]1CN(CC[C@H]1N[C@H](C)C1=CC=CC=C1)C(=O)OC(C)(C)C tert-butyl (3S,4R)-3-[[tert-butyl(dimethyl)silyl]oxymethyl]-4-[[(1R)-1-phenylethyl]amino]piperidine-1-carboxylate